(5-(3,5-difluorophenyl)-4,5-dihydro-1H-pyrazol-1-yl)(1-(4-(3-(4-hydroxybutoxy)phenyl)pyridin-2-yl)piperidin-4-yl)methanone FC=1C=C(C=C(C1)F)C1CC=NN1C(=O)C1CCN(CC1)C1=NC=CC(=C1)C1=CC(=CC=C1)OCCCCO